CC(CC(=O)OCC)C=1C=NC=CC1 Ethyl β-methyl-3-pyridinepropanoate